CC(C[C@@H](C(=O)NCC(=O)OC(C)(C)C)NC(=O)C1=CN=C(O1)C1=CC(=CC=C1)C1=CC(=NN1)C(NC(CC)CC)=O)C (S)-tert-butyl 2-(4-methyl-2-(2-(3-(3-(pentan-3-ylcarbamoyl)-1H-pyrazol-5-yl)phenyl)oxazole-5-carboxamido)pentanamido)acetate